(1S)-6-chloro-1-isobutyl-2,3,4,9-tetrahydro-1H-pyrido[3,4-b]indole ClC=1C=C2C3=C(NC2=CC1)[C@@H](NCC3)CC(C)C